tert-butyl (2S,4R)-4-[tert-butyl(dimethyl)silyl]oxy-2-[1-(2-methoxy-2-oxoethyl)imidazol-2-yl]pyrrolidine-1-carboxylate [Si](C)(C)(C(C)(C)C)O[C@@H]1C[C@H](N(C1)C(=O)OC(C)(C)C)C=1N(C=CN1)CC(=O)OC